ClC=1C(=C(C(=CC1Cl)Cl)OC(C(=O)OC1=C(C(=C(C=C1Cl)Cl)Cl)C(=O)OCC1=C(C=CC=C1)C)=O)C(=O)OCC1=C(C=CC=C1)C bis(3,4,6-trichloro-2-{[(2-methylphenyl)methoxy]carbonyl} phenyl)-Oxalat